triallyl trimellitate (triallyl trimesate) C(C=C)C1=C(C(=C(C(=C1C(=O)O)CC=C)C(=O)O)CC=C)C(=O)O.C(C=1C(C(=O)OCC=C)=CC(C(=O)OCC=C)=CC1)(=O)OCC=C